2-((5-chloropyridin-2-yl)amino)-2-oxoacetic acid methyl ester hydrochloride Cl.COC(C(=O)NC1=NC=C(C=C1)Cl)=O